C(CCCCCCC)O.[Na] sodium n-octanol